N1(CCOCC1)CCS(=O)(=O)Cl 2-(N-morpholinyl)ethane-1-sulfonyl chloride